3-vinyl-2H-chromen-7-amine C(=C)C=1COC2=CC(=CC=C2C1)N